PYRIDINYL-DIHYDROIMIDAZOLONE N1=C(C=CC=C1)N1C(NC=C1)=O